6-(3-(Azetidin-1-yl)phenyl)-5,7-dimethyl-2-(4-(3-oxopiperazin-1-yl)phenyl)-2,6-dihydro-1H-pyrrolo[3,4-d]pyridazin-1-one N1(CCC1)C=1C=C(C=CC1)N1C(=C2C(N(N=CC2=C1C)C1=CC=C(C=C1)N1CC(NCC1)=O)=O)C